CN(C(=S)[C@H]1N(C[C@@H](C1)OCC=1N=NNN1)C(=O)OC(C)(C)C)C tert-butyl (2S,4R)-2-(dimethylcarbamothioyl)-4-[(2H-1,2,3,4-tetrazol-5-yl)methoxy]pyrrolidine-1-carboxylate